ClC1=C(C=CC=C1C=1OC=CN1)S (2-chloro-3-(oxazol-2-yl)phenyl)sulfane